1-(2-(4-cyclopropyl-1H-1,2,3-triazol-1-yl)-3-methyl-3-phenylbutyryl)-4-hydroxy-N-(4-(4-methylthiazol-5-yl)benzyl)pyrrolidine-2-carboxamide C1(CC1)C=1N=NN(C1)C(C(=O)N1C(CC(C1)O)C(=O)NCC1=CC=C(C=C1)C1=C(N=CS1)C)C(C)(C1=CC=CC=C1)C